[OH-].OCC[N+](C)(C)C.O[C@H]([C@H](CO)NC(C1=CC(=C(C=C1)C)CNC1=NC(=CN=C1)C1=CC=CC=C1)=O)C1=CC=CC=C1 N-[(1S,2S)-1,3-dihydroxy-1-phenylprop-2-yl]-4-methyl-3-{[(6-phenylpyrazin-2-yl)amino]methyl}benzamide choline hydroxide